C(C)(C)(C)OC(=O)N[C@@H](CCC[C@H](C(=O)O)C)C1=NC=CC(=C1)Cl (2R,6S)-6-((tert-Butoxycarbonyl)amino)-6-(4-chloropyridin-2-yl)-2-methylhexanoic acid